6-Nitro-1-(3-(4-(cyclopentylcarbonyl)piperazine-1-carbonyl)benzyl)quinazoline-2,4(1H,3H)-dione [N+](=O)([O-])C=1C=C2C(NC(N(C2=CC1)CC1=CC(=CC=C1)C(=O)N1CCN(CC1)C(=O)C1CCCC1)=O)=O